COCCON1C(=NC2=CC=CC=C2C1=O)OCCOC bis(2-methoxyethoxy)quinazolin-4(3H)-one